(7R,8R)- or (7S,8S)-2-chloro-7,8-dimethyl-7,8-dihydro-5H-pyrano[4,3-b]pyridin-5-one ClC1=CC=C2C(=N1)[C@H]([C@H](OC2=O)C)C |o1:7,8|